N1=CC(=CC=C1)C1=NC=CC(=N1)C(=O)N 2-(3-pyridyl)pyrimidine-4-formamide